C(C)(C)(C)C#C Tert-Butyl-acetylene